6-(cyclohexylamino)pyridine-3-boronic acid pinacol ester C1(CCCCC1)NC1=CC=C(C=N1)B1OC(C)(C)C(C)(C)O1